quinoline-3-carbonitrile formate salt C(=O)O.N1=CC(=CC2=CC=CC=C12)C#N